O[C@@H]1[C@H](CCC1)NCC=1C(=CC(=NC1)C(=O)NC=1C(=C(C=CC1)C1=C(C(=CC=C1)NC(C1=NC=CC(=C1CN[C@H](CO)C)OC)=O)C)C)OC 5-((((1S,2S)-2-hydroxycyclopentyl)amino)methyl)-N-(3'-(3-((((S)-1-hydroxypropan-2-yl)amino)methyl)-4-methoxypicolinamido)-2,2'-dimethyl-[1,1'-biphenyl]-3-yl)-4-methoxypicolinamide